N1(CCCC1)C(=C)C=C 2-(1-pyrrolidinyl)-1,3-butadiene